1-(tert-butyl)-N-(3-(7-(((3S,4R)-3-fluoro-1-methylpiperidin-4-yl)amino)-3-(2,2,2-trifluoroethyl)benzofuran-2-yl)prop-2-yn-1-yl)-1H-pyrazole-4-carboxamide C(C)(C)(C)N1N=CC(=C1)C(=O)NCC#CC=1OC2=C(C1CC(F)(F)F)C=CC=C2N[C@H]2[C@H](CN(CC2)C)F